CS(=O)(=O)OC1=C(C(=C(C=C1)[N+](=O)[O-])COC(C)=O)COC(C)=O 1-methylsulfonyloxy-2,3-bis(acetyloxymethyl)-4-nitrobenzene